O=S1(N(CCCC1)CC1=NC(=NO1)C1=C(C(=NC=C1)NC=1C=C(N=NC1C(NC([2H])([2H])[2H])=O)NC(OC)=O)OC)=O methyl N-{5-[(4-{5-[(1,1-dioxo-1λ6,2-thiazinan-2-yl)methyl]-1,2,4-oxadiazol-3-yl}-3-methoxypyridin-2-yl)amino]-6-[(2H3)methylcarbamoyl]pyridazin-3-yl}carbamate